C1(CC1)COC=1C=C(C=C(C1)S(=O)(=O)C)C=1C2=C(C(N(C1)C)=O)OC=C2 4-[3-(cyclopropylmethoxy)-5-methylsulfonylphenyl]-6-methylfuro[2,3-c]pyridine-7-one